N1CNCC=C1 2,4(1H,3H)-dihydropyrimidine